C(=O)O.NCCC(=O)N1CC2(CCN(CC2)C2=C(C(=C(C=C2)Cl)OC)Cl)C=2C=CC(=NC2C1)C=1C(=NC=CC1)OCC 3-amino-1-[1'-(2,4-dichloro-3-methoxyphenyl)-2-(2-ethoxypyridin-3-yl)spiro[6,8-dihydro-1,7-naphthyridine-5,4'-piperidine]-7-yl]propan-1-one formate salt